2-{8-[(1R,2R)-2-hydroxycyclohexyl]-4-methyl-5,6,7,8-tetrahydropyrido[2,3-c]pyridazin-3-yl}-5-(trifluoromethyl)phenol O[C@H]1[C@@H](CCCC1)N1CCCC2=C1N=NC(=C2C)C2=C(C=C(C=C2)C(F)(F)F)O